2-fluoro-6-phenoxy-benzaldehyde FC1=C(C=O)C(=CC=C1)OC1=CC=CC=C1